CCCC[Sn](CCCC)(CCCC)C1=NC=CO1 2-(tri-N-butylstannyl)oxazole